1-(7-fluoro-2-(3-methylisoxazol-4-yl)-3-(4-(4-methylpiperazin-1-yl)phenyl)quinolin-5-yl)ethan-1-one FC1=CC(=C2C=C(C(=NC2=C1)C=1C(=NOC1)C)C1=CC=C(C=C1)N1CCN(CC1)C)C(C)=O